FC(C1(NN=CC=C1)C1=CC=C(C=C1)CC(CCCCCCCCC(CC1=CC=C(C=C1)C1(NN=CC=C1)C(F)(F)F)=O)=O)(F)F 1,12-bis(4-(3-(trifluoromethyl)-3H-diazin-3-yl)phenyl)dodecane-2,11-dione